C(C)(C)N1CCN(CC1)C1=CC=C(C=C1)C=1C=C(C2=C(N(C(=N2)N2CCOCC2)C)C1)C=1CCN(CC1)C(=O)OC(C)(C)C tert-butyl 4-(6-(4-(4-isopropylpiperazin-1-yl)phenyl)-1-methyl-2-morpholino-1H-benzo[d]imidazol-4-yl)-3,6-dihydropyridine-1(2H)-carboxylate